7-(methylcarbamoyl)-3-phenyl-2,3-dihydrobenzofuran-5-carboxylic acid CNC(=O)C1=CC(=CC=2C(COC21)C2=CC=CC=C2)C(=O)O